O[C@H]1CN(CC[C@@H]1CN1C=CC2=C1N=CN=C2N2[C@H](COCC2)C2=CC(=CC=C2)C(F)(F)F)CC(=O)N |o1:1,6,18| rel-2-((3R,4R)-3-hydroxy-4-((4-((S)-3-(3-(trifluoromethyl)phenyl)morpholino)-7H-pyrrolo[2,3-d]pyrimidin-7-yl)methyl)piperidin-1-yl)acetamide